FC=1C(=C(C=CC1F)NC1=C(C(=O)O)C=C(C=C1)C(F)(F)F)C 2-((3,4-difluoro-2-methylphenyl)-amino)-5-(trifluoromethyl)benzoic acid